N-(2-((2-(3,5-dimethoxybenzoyl)furo[2,3-c]pyridin-5-yl)amino)-5-(4-ethylpiperazin-1-yl)phenyl)acrylamide COC=1C=C(C(=O)C2=CC=3C(=CN=C(C3)NC3=C(C=C(C=C3)N3CCN(CC3)CC)NC(C=C)=O)O2)C=C(C1)OC